BrC=1C(=C(OC2CCC(CC2)CC[C@H](C)OS(=O)(=O)C2=CC=C(C=C2)C)C=CC1)C [(1S)-3-[4-(3-bromo-2-methyl-phenoxy)cyclohexyl]-1-methyl-propyl]4-methylbenzenesulfonate